Benzyl (2S)-4-((allyloxy)methyl)pyrrolidine-2-carboxylate hydrochloride Cl.C(C=C)OCC1C[C@H](NC1)C(=O)OCC1=CC=CC=C1